NCC1CC(C1)NC1=CC=C(C=C1)C(C)(C)CC N-(3-(aminomethyl)cyclobutyl)-4-(tert-pentyl)aniline